[Si](C)(C)(C(C)(C)C)OC1CCC(CC1)CCC#N 3-((1s,4r)-4-((tert-butyldimethylsilyl)-oxy)cyclohexyl)propanenitrile